5-((4-methoxybenzyl)amino)pentanoic acid COC1=CC=C(CNCCCCC(=O)O)C=C1